12-(3-(pyridazin-3-yl)ureido)dodecanoic acid N1=NC(=CC=C1)NC(NCCCCCCCCCCCC(=O)O)=O